8-fluoro-5-oxo-5,6-dihydro-11H-benzo[b]pyrido[2,3-e][1,4]diazepine FC=1C=CC2=C(NC(C3=C(N2)N=CC=C3)=O)C1